N-(5-Chloro-6-(2H-1,2,3-triazol-2-yl)pyridin-3-yl)-1-(imidazo[1,5-a]pyridin-5-yl)-5-(trifluoromethyl)-1H-pyrazol-4-carboxamid ClC=1C=C(C=NC1N1N=CC=N1)NC(=O)C=1C=NN(C1C(F)(F)F)C1=CC=CC=2N1C=NC2